FC(OC=1C=C2C(=NC1)SC(=N2)N[C@@H]2C[C@H](CC2)NC2=CC=C(C=N2)N2C(C=CC=C2)=O)F 6'-(((1S,3S)-3-((6-(difluoromethoxy)thiazolo[5,4-b]pyridin-2-yl)amino)cyclopentyl)amino)-2H-[1,3'-bipyridyl]-2-one